(2R,3R,4S)-2-[2-chloro-6-[[(1R)-7-bromoindan-1-yl]amino]purin-9-yl]tetrahydrothiophene-3,4-diol ClC1=NC(=C2N=CN(C2=N1)[C@@H]1SC[C@H]([C@H]1O)O)N[C@@H]1CCC2=CC=CC(=C12)Br